OCCC1=NC=CC(=C1)NC(O[C@@H](COC1=CC2=C(N=C(S2)C2=C3N=CC(=NC3=CC(=C2)C)OC)C=C1F)C)=O (R)-1-((5-fluoro-2-(2-methoxy-7-methylquinoxalin-5-yl)benzo[d]thiazol-6-yl)oxy)propan-2-yl (2-(2-hydroxyethyl)pyridin-4-yl)carbamate